COC(C1=CC(=C(C(=C1)[N+](=O)[O-])NCC=1C=C(C=CC1)C1=C(C=CC=C1)CCCCN1C(=CC2=CC=CC=C12)C=O)OC)=O 4-(((2'-(4-(2-formyl-1H-indol-1-yl)butyl)-[1,1'-biphenyl]-3-yl)methyl)amino)-3-methoxy-5-nitrobenzoic acid methyl ester